C(C)(C)(C)OOC=1C(=C(C=CC1)C(C)C)OOC(C)(C)C bis(tert-butyl-peroxy)isopropylbenzene